Z-1-benzopyran-4-one O1C=CC(C2=C1C=CC=C2)=O